tert-Butyl 3-[4-(4-{[(2-chlorophenyl)acetyl]amino}-2-sulfamoylphenyl)-1H-pyrazol-1-yl]azetidine-1-carboxylate ClC1=C(C=CC=C1)CC(=O)NC1=CC(=C(C=C1)C=1C=NN(C1)C1CN(C1)C(=O)OC(C)(C)C)S(N)(=O)=O